Tert-butyl-N-(2-((5-chloro-2-(4-(trifluoromethyl)-1H-1,2,3-triazol-1-yl)phenyl)amino)-2-oxoethyl)-N-(2-chloroacetyl)phenylalanine C(C)(C)(C)[C@](N(C(CCl)=O)CC(=O)NC1=C(C=CC(=C1)Cl)N1N=NC(=C1)C(F)(F)F)(CC1=CC=CC=C1)C(=O)O